FC1=CC(=CC(=C1)F)F 2,4,6-Trifluorobenzene